2,6-bis((S)-4-(4-methoxyphenyl)-4,5-dihydro-oxazol-2-yl)pyridine COC1=CC=C(C=C1)[C@@H]1N=C(OC1)C1=NC(=CC=C1)C=1OC[C@@H](N1)C1=CC=C(C=C1)OC